N-((4-(3-(tert-butyl)-1,2,4-oxadiazol-5-yl)bicyclo[2.2.2]octan-1-yl)methyl)-3-fluoro-N-(3-isopropoxyphenyl)bicyclo[1.1.1]pentane-1-carboxamide C(C)(C)(C)C1=NOC(=N1)C12CCC(CC1)(CC2)CN(C(=O)C21CC(C2)(C1)F)C1=CC(=CC=C1)OC(C)C